ClC1=CC=C(C(=N1)C(=O)/N=C/N(C)C)C (E)-6-chloro-N-((dimethylamino)methylene)-3-methylpicolinamide